[(4-cyclopropanesulfonamidopyridin-2-yl)methyl]-1,3-thiazole-2-carboxamide C1(CC1)S(=O)(=O)NC1=CC(=NC=C1)CC=1N=C(SC1)C(=O)N